NC=1C(=C(C=CC1F)NC(OC(C)(C)C)=O)F tert-butyl (3-amino-2,4-difluorophenyl)carbamate